CC(CN1CCC2(CC1)OC1=C(C2)C=C(C=C1)B1OC(C(O1)(C)C)(C)C)(C)O 2-methyl-1-(5-(4,4,5,5-tetramethyl-1,3,2-dioxaborolan-2-yl)-3H-spiro[benzofuran-2,4'-piperidin]-1'-yl)propan-2-ol